5-[4-(4-butylcyclohexyl)phenyl]-4-fluoro-2-isothiocyanatopyridine C(CCC)C1CCC(CC1)C1=CC=C(C=C1)C=1C(=CC(=NC1)N=C=S)F